C(C)(C)(C)OC(=O)NC1CC(CC(C1)O[Si](C1=CC=CC=C1)(C1=CC=CC=C1)C(C)(C)C)C(=O)OC methyl 3-((tert-butoxycarbonyl)amino)-5-((tert-butyldiphenylsilyl)oxy)cyclohexanecarboxylate